CN1CCN(CC1)CC(=O)N1C2=C(NCC3=C1C=CC=C3)C=CC=N2 11-[2-(4-methylpiperazin-1-yl)acetyl]-5H-pyrido[2,3-b][1,4]benzodiazepin